C(C)(C)(C)OC(N(CC1CC1)C1=CC(=NC=2N1N=CC2Br)OC=2C=NC=CC2)=O tert-butyl(3-bromo-5-(pyridin-3-yloxy)pyrazolo[1,5-a]pyrimidin-7-yl)(cyclopropylmethyl)carbamate